BrC1=NC(=C(C2=C1N=C(N(C2=O)C)C)F)Cl 8-bromo-6-chloro-5-fluoro-2,3-dimethylpyrido[3,4-d]pyrimidin-4(3H)-one